3-BROMO-5-FLUORO-1-METHYL-1H-INDOLE-2-CARBALDEHYDE BrC1=C(N(C2=CC=C(C=C12)F)C)C=O